(cyclohexylmethyl)-L-threonine C1(CCCCC1)CN[C@@H]([C@H](O)C)C(=O)O